CC(=O)NNC(=O)C1=CC=NC=C1 N-Acetylisoniazid